3-[1-hydroxy-2-(3-phenoxyphenylamino)ethyl]-1H-1,2,4-triazol-5(4H)-one OC(CNC1=CC(=CC=C1)OC1=CC=CC=C1)C1=NNC(N1)=O